Cl.Cl.ClC=1C(=NC2=CC=C(C=C2C1)N1C2CNCC1CC2)N2CCNCC2 3-chloro-6-(3,8-diazabicyclo[3.2.1]oct-8-yl)-2-piperazin-1-yl-quinoline dihydrochloride